N[C@@H]1CC[C@H](CC1)NS(=O)(=O)C1=CC(=C(C=C1)NC1=NN2C(C(=C(C=C2)C=2C=NNC2)OCC)=N1)C N-(trans-4-aminocyclohexyl)-4-((8-ethoxy-7-(1H-pyrazol-4-yl)-[1,2,4]triazolo[1,5-a]pyridin-2-yl)amino)-3-methylbenzenesulfonamide